8-hydroxy-2-(imino(methoxy)methyl)-7,8-dihydro-1,6-naphthyridine-6(5H)-carboxylic acid tert-butyl ester C(C)(C)(C)OC(=O)N1CC=2C=CC(=NC2C(C1)O)C(OC)=N